FC(OC1=CC=C(C=N1)N1CCN(CC1)CC1=CN=C2C=C(C=NC2=C1)CC)F 7-((4-(6-(Difluoromethoxy)pyridin-3-yl)piperazin-1-yl)methyl)-3-ethyl-1,5-NAPHTHYRIDIN